Cl.N1[C@@H](COCC1)C(=O)OC Methyl (S)-morpholine-3-carboxylate hydrochloride salt